O1C=CC2=C1C=C(C=C2)C(=O)N2CC1=CC(=C(C(=C1CC2)Cl)C(=O)N[C@H](C(=O)OC(C)OC(=O)OC(C)(C)C)CC2=CC(=CC=C2)S(=O)(=O)C)Cl 1-((tert-Butoxycarbonyl)oxy)ethyl (2S)-2-(2-(benzofuran-6-carbonyl)-5,7-dichloro-1,2,3,4-tetrahydroisoquinoline-6-carboxamido)-3-(3-(methylsulfonyl)phenyl)propanoate